FC1(CC(C1)COC=1C=C(C=NC1)C(=O)NC1=C(C=CC(=C1)C(N[C@@H]1[C@H](CCCC1)O)=O)C)F 5-[(3,3-Difluorocyclobutyl)methoxy]-N-(5-{[(1S,2S)-2-hydroxycyclohexyl]carbamoyl}-2-methylphenyl)pyridine-3-carboxamide